stearyl-amide C(CCCCCCCCCCCCCCCCC)[NH-]